tert-butyl (1-(4-(benzyloxy)-1-(4-chloro-3-(N-(4-methoxybenzyl)methylsulfonamido)-1-methyl-1H-indazol-7-yl)-6-oxo-1,6-dihydropyrimidin-2-yl)-2-(3,5-difluorophenyl)ethyl)carbamate C(C1=CC=CC=C1)OC=1N=C(N(C(C1)=O)C=1C=CC(=C2C(=NN(C12)C)N(S(=O)(=O)C)CC1=CC=C(C=C1)OC)Cl)C(CC1=CC(=CC(=C1)F)F)NC(OC(C)(C)C)=O